OC(CC(=O)OC1=C(C(=CC(=C1F)F)F)F)(C)C 2,3,5,6-Tetrafluorophenyl 3-hydroxy-3-methylbutanoate